(2S,11aS)-8-(benzyloxy)-2-((tert-butyldimethylsilyl)oxy)-7-methoxy-1,2,3,10,11,11a-hexahydro-5H-benzo[e]pyrrolo[1,2-a][1,4]diazepine-5-one C(C1=CC=CC=C1)OC=1C(=CC2=C(NC[C@H]3N(C2=O)C[C@H](C3)O[Si](C)(C)C(C)(C)C)C1)OC